C[C@@H]1CN(C[C@@H](O1)C)C(=O)C=1C2=C(N(N1)CC(=O)N1CCC(CC1)C1=C(C=CC=C1)C(F)(F)F)CCC2 2-{3-[(2R,6S)-2,6-Dimethylmorpholin-4-carbonyl]-5,6-dihydrocyclopenta[c]pyrazol-1(4H)-yl}-1-{4-[2-(trifluoromethyl)phenyl]piperidin-1-yl}ethan-1-on